C1(CCCC1)N1C(C=CC2=C1N=C(N=C2)NC2CCN(CC2)S(=O)(=O)C=2C=C(C#N)C=CC2)=O 3-((4-((8-cyclopentyl-7-oxo-7,8-dihydropyrido[2,3-d]pyrimidin-2-yl)amino)-piperidin-1-yl)sulfonyl)benzonitrile